NC1=NC=CC=C1C1=NC=2C(=NC(=CC2)C(F)F)N1C1=CC=C(CNC(OC(C)(C)C)=O)C=C1 tert-butyl (4-(2-(2-aminopyridin-3-yl)-5-(difluoromethyl)-3H-imidazo[4,5-b]pyridin-3-yl)benzyl)carbamate